1-((1R,2R,4R,5R)-4-(hydroxymethyl)-3,6-dioxabicyclo[3.1.0]hexan-2-yl)pyrimidine-2,4(1H,3H)-dione OC[C@H]1O[C@H]([C@@H]2O[C@H]12)N1C(NC(C=C1)=O)=O